FC=1C=C(C=CC1N1CCN(CC1)C[C@H]1CNCC1)NC=1N=C(N=NC1C(=O)N)N1C[C@@H](CCC1)N1C(N(CC1)C)=O (R)-5-((3-fluoro-4-(4-(pyrrolidin-3-ylmethyl)piperazin-1-yl)phenyl)amino)-3-((R)-3-(3-Methyl-2-oxoimidazolin-1-yl)piperidin-1-yl)-1,2,4-triazine-6-carboxamide